C(=O)[O-].[K+] potassium methanoate